ClC=1C=CC(=C(C(=O)NC(C)C2=CC=CC=C2)C1)O 5-Chloro-2-hydroxy-N-(1-phenylethyl)benzamide